BrC=1C(=C(C=CC1)CC1NCCC1=O)F 2-[(3-bromo-2-fluorophenyl)methyl]pyrrolidin-3-one